BrC1=C(CNNC)C=CN=C1 2-(3-bromoisonicotinyl)-N-methylhydrazine